4-(quinolin-3-ylamino)benzonitrile N1=CC(=CC2=CC=CC=C12)NC1=CC=C(C#N)C=C1